C(#N)C1=CC=C2CCC(CC2=C1)N1C[C@H](C[C@H]1C)COC1=CC=C(C=C1)S(=O)(=O)C1CN(C1)C(=O)OCC=C allyl 3-((4-(((3S,5R)-1-(7-cyano-1,2,3,4-tetrahydronaphthalen-2-yl)-5-methylpyrrolidin-3-yl)methoxy)phenyl)sulfonyl)azetidine-1-carboxylate